C(#N)C1=CC=C(C=C1)S(=O)(=O)NC=1C(=NN(C1C(=O)OC)C)C1CCC(CC1)OC methyl 4-((4-cyanophenyl) sulfonamido)-3-((1S,4S)-4-methoxycyclohexyl)-1-methyl-1H-pyrazole-5-carboxylate